NC=1C=CC(=C(C1)C=1C(=CC2=C(N(C(N=C2N2[C@H](CN(CC2)C(C=C)=O)C)=O)C2=C(C=CC=C2)C(C)C)N1)Cl)Cl 7-(5-amino-2-chlorophenyl)-6-chloro-4-((2S)-2-methyl-4-(2-propenoyl)-1-piperazinyl)-1-(2-(2-propanyl)phenyl)pyrido[2,3-d]pyrimidin-2(1H)-one